N2-(tert-butyl)-8-chloro-4-iminoquinazoline-2,3(4H)-diamine C(C)(C)(C)NC1=NC2=C(C=CC=C2C(N1N)=N)Cl